N1(N=NN=C1)CCCS(=O)(=O)NC=1C=C(C=CC1)C1=NC=C(C=N1)COC=1C=CC(=C(C(=O)O)C1)O 5-((2-(3-((3-(1H-Tetrazol-1-yl)propyl)sulfonamido)phenyl)pyrimidin-5-yl)methoxy)-2-hydroxybenzoic acid